C(C=CC=CC=CC=CC=CC=CCCCCCCCCC)(=O)NCCOC(C1=CC=C(C=C1)Br)=O 4-bromobenzoic acid-(docosahexaenamidoethyl) ester